methyl 2-(4-bromo-2,6-difluorobenzyl)-1-(2-methoxyethyl)-1H-benzo[d]imidazole-6-carboxylate BrC1=CC(=C(CC2=NC3=C(N2CCOC)C=C(C=C3)C(=O)OC)C(=C1)F)F